C(=O)(O)C=1C(=C(C=C(C1)O)CNCC1=C(C(=CC(=C1)O)C(=O)O)O)O Bis(3-carboxy-2,5-dihydroxyphenylmethyl)amine